ClC1=C(C=C2C(=N1)NC=C2)C2=CC=1N(C=C2)N=C(C1)NC(=O)[C@H]1[C@H](C1)F (1S,2S)-N-(5-(6-chloro-1H-pyrrolo[2,3-b]pyridin-5-yl)pyrazolo[1,5-a]pyridin-2-yl)-2-fluorocyclopropane-1-carboxamide